5-(CHLOROMETHYL)NICOTINALDEHYDE ClCC=1C=NC=C(C=O)C1